(E)-2-((3-bromophenyl) ((4-ethoxy-4-oxobut-2-en-1-yl) thio) methyl)-2-hydroxymalonate BrC=1C=C(C=CC1)C(C(C(=O)[O-])(C(=O)[O-])O)SC\C=C\C(=O)OCC